3-(3,4-dimethylcyclohexyloxy)-1,2-propanediol CC1CC(CCC1C)OCC(CO)O